COC1=C(C(=CC(=C1)C1=NC2=C(N1)C=CC(=C2)N2CC(N(CC2)C)(C)C)O)O 3-methoxy-5-(5-(3,3,4-trimethylpiperazin-1-yl)-1H-benzo[d]imidazol-2-yl)benzene-1,2-diol